3-hydroxycyclopentyl 4-methylbenzene-1-sulfonate CC1=CC=C(C=C1)S(=O)(=O)OC1CC(CC1)O